O1C(=CC=C1)C(C1=CNC2=CC=C(C=C12)Br)C1=CNC2=CC=C(C=C12)Br 3,3'-(furan-2-ylmethylidene)bis(5-bromo-1H-indole)